N-{2-[3-chloro-6-(3,3-difluoroazetidin-1-yl)pyridin-2-yl]-5-(2,6-difluoro-4-methoxyphenyl)-1-methyl-3-oxo-2,3-dihydro-1H-pyrazol-4-yl}-4-(difluoromethoxy)benzamide ClC=1C(=NC(=CC1)N1CC(C1)(F)F)N1N(C(=C(C1=O)NC(C1=CC=C(C=C1)OC(F)F)=O)C1=C(C=C(C=C1F)OC)F)C